(7R,14R)-1-(difluoromethoxy)-11-((1-(difluoromethyl)cyclopropyl)ethynyl)-6-(methyl-d3)-6,7-dihydro-7,14-methanobenzo[f]benzo[4,5]imidazo[1,2-a][1,4]diazocin-5(14H)-one FC(OC1=CC=CC=2C(N([C@H]3C=4N([C@@H](C21)C3)C3=C(N4)C=CC(=C3)C#CC3(CC3)C(F)F)C([2H])([2H])[2H])=O)F